ClC1=C(C(=CC=C1)Cl)CC(C=C)=NO (2,6-dichlorophenyl)-3-buten-2-one oxime